NC1=NC(=NN2C1=NC=C2CC=2C=C(C(=NC2)N2CCN(CC2)C(C=C)=O)Cl)OCCCC (4-(5-((4-amino-2-butoxyimidazo[2,1-f][1,2,4]triazin-7-yl)methyl)-3-chloropyridin-2-yl)piperazin-1-yl)prop-2-en-1-one